C(#N)C1=C(C=C(C=C1)N1C(N(C(C1=O)(C)C)C1=CC(=C(C(=O)N)C=C1)F)=O)C(F)(F)F 4-{3-[4-cyano-3-(trifluoromethyl)phenyl]-5,5-dimethyl-2,4-dioxo-1-imidazolidinyl}-2-fluorobenzamide